N-(3-chloro-2-methylphenyl)-2-(methylsulfanyl)-6-({[2-(trifluoromethyl)phenyl]carbonyl}amino)-1H-benzimidazole-4-Carboxamide ClC=1C(=C(C=CC1)NC(=O)C1=CC(=CC=2NC(=NC21)SC)NC(=O)C2=C(C=CC=C2)C(F)(F)F)C